C(C)(C)(C)OC(=O)N1C=CC2=C(C(=CC(=C12)C)OC)C=O.ClC1=NC=C(C(=C1C(C#CC)=O)Cl)Cl 1-(2,4,5-trichloropyridin-3-yl)but-2-yn-1-one tert-butyl-4-formyl-5-methoxy-7-methyl-1H-indole-1-carboxylate